methyl N-[2-[[2-chloro-5-[3,6-dihydro-3-methyl-2,6-dioxo-4-(trifluoromethyl)-(2H)-pyrimidinyl]-4-fluorophenyl]thio]-1-oxopropyl]-β-alaninate ClC1=C(C=C(C(=C1)F)C1=C(N(C(NC1=O)=O)C)C(F)(F)F)SC(C(=O)NCCC(=O)OC)C